biphenyl-trioaldehyde C=1(C(=C(C(=CC1)C=O)C=O)C=O)C1=CC=CC=C1